(1r,2s)-6-benzyloxy-1-[4-(5,5-dimethylphenoxy)phenyl]-2-phenyl-tetrahydronaphthalene C(C1=CC=CC=C1)OC=1C=C2CC[C@@H]([C@@H](C2=CC1)C1=CC=C(C=C1)OC=1C=CCC(C1)(C)C)C1=CC=CC=C1